N-(2,6-difluorophenyl)-2-((6-{4-(2-hydroxyethyl)piperazin-1-yl}-2-methylpyrimidin-4-yl)amino)thiazole-5-carboxamide FC1=C(C(=CC=C1)F)NC(=O)C1=CN=C(S1)NC1=NC(=NC(=C1)N1CCN(CC1)CCO)C